N-(6-chloro-5-(1-ethoxyvinyl)pyridin-2-yl)acetamide ClC1=C(C=CC(=N1)NC(C)=O)C(=C)OCC